di(4-tritylphenyl)-carbonate C(C1=CC=CC=C1)(C1=CC=CC=C1)(C1=CC=CC=C1)C1=CC=C(C=C1)OC(OC1=CC=C(C=C1)C(C1=CC=CC=C1)(C1=CC=CC=C1)C1=CC=CC=C1)=O